O1CCCCC2=C1C=CC=C2 2,3,4,5-tetrahydrobenzoxepin